COC(C1=C(C=CC=C1)NC1=CC(N(C=2N(C(N(C(C21)=O)C)=O)CC)C)=O)=O 2-[(1-ethyl-3,8-dimethyl-2,4,7-trioxo-1,2,3,4,7,8-hexahydropyrido[2,3-d]pyrimidin-5-yl)amino]benzoic acid methyl ester